C(C)C1(NNC(C1COC)(C(=O)O)C)C(=O)O.N1C=CC=2C1=NC=C(C2)C=2C=C(CCNC(=O)C=1OC=CC1)C=CC2 N-(3-(1H-pyrrolo[2,3-b]pyridin-5-yl)phenethyl)furancarboxamide 3-Ethyl-5-methyl-4-(methoxymethyl)-1H-pyrazole-3,5-dicarboxylate